methyl-2-((2S,3R)-3-((tert-butoxycarbonyl)amino)-2-hydroxy-4-phenylbutanamido)-2-(4-fluoro-3-(trifluoromethyl)phenyl)acetate COC(C(C1=CC(=C(C=C1)F)C(F)(F)F)NC([C@H]([C@@H](CC1=CC=CC=C1)NC(=O)OC(C)(C)C)O)=O)=O